azadibenzothiophene 5,5-dioxide N1=CC=CC=2S(C3=C(C21)C=CC=C3)(=O)=O